4-(4-azidophenyl)butyric acid N(=[N+]=[N-])C1=CC=C(C=C1)CCCC(=O)O